2-amino-N-((7R)-6,7-dihydro-5H-cyclopenta[b]pyridin-7-yl)-3-methyl-N-((6-(trifluoromethyl)-3-pyridazinyl)methyl)-6-quinolinecarboxamide NC1=NC2=CC=C(C=C2C=C1C)C(=O)N(CC=1N=NC(=CC1)C(F)(F)F)[C@@H]1CCC=2C1=NC=CC2